CN1N=C(C2=CC=CC(=C12)N1CCC(CC1)CCN1CCNCC1)C1C(NC(CC1)=O)=O 3-(1-methyl-7-(4-(2-(piperazin-1-yl)ethyl)piperidin-1-yl)-1H-indazol-3-yl)piperidine-2,6-dione